2-[(2R)-2-(1-cyclopropylpyrazol-4-yl)tetrahydropyran-4-yl]-6,7-dimethyl-4-(2,4,6-trifluorophenyl)pteridine C1(CC1)N1N=CC(=C1)[C@@H]1OCCC(C1)C1=NC2=NC(=C(N=C2C(=N1)C1=C(C=C(C=C1F)F)F)C)C